6-(5-(4-chlorophenyl)-1-(2,4-dichlorophenyl)-4-methyl-1H-pyrazole-3-carboxamido)nicotinic acid ClC1=CC=C(C=C1)C1=C(C(=NN1C1=C(C=C(C=C1)Cl)Cl)C(=O)NC1=NC=C(C(=O)O)C=C1)C